thiophosphorodiamidate P([O-])(=S)(N)N